S(=O)(=O)(O)O.N[C@@H](CCONC(=N)N)C(=O)O L-canavanine sulfate salt